CN(CC(C(=O)N1CCN(CC1)C1=CC=C(C=N1)C=1C=2N(C=C(N1)C=1C=NN(C1)C)N=CC2C#N)C2=CC=C(C=C2)F)C 4-(6-(4-(3-(dimethylamino)-2-(4-fluorophenyl)propanoyl)piperazin-1-yl)pyridin-3-yl)-6-(1-methyl-1H-pyrazol-4-yl)pyrazolo[1,5-a]pyrazine-3-carbonitrile